methyl (S)-2-amino-3-(8-(2,6-dichloro-4-fluorophenyl)imidazo[1,2-a]pyridin-5-yl)propanoate N[C@H](C(=O)OC)CC1=CC=C(C=2N1C=CN2)C2=C(C=C(C=C2Cl)F)Cl